N1C(=CC=C1)\C=C\1/C(NC2=CC=C(C=C12)NCC1=C(C=C(C=C1)F)F)=O (Z)-3-((1H-pyrrol-2-yl)methylene)-5-((2,4-difluorobenzyl)amino)indolin-2-one